C1(CCC1)N1N=CC(=C1)COC=1C(=CC(=NC1)NC(C)=O)NC1=NC(=NC(=C1)C)C(C)(F)F N-(5-((1-cyclobutyl-1H-pyrazol-4-yl)methoxy)-4-((2-(1,1-difluoroethyl)-6-methylpyrimidin-4-yl)amino)pyridin-2-yl)acetamide